C(C1=CC=CC=C1)OC(=O)C1C[C@H]2CC[C@@H](C1)N2 (1R,3R,5S)-8-azabicyclo[3.2.1]Octane-3-carboxylic acid benzyl ester